3-(5-Isopropoxypyridin-2-yl)-N-(5-isopropyl-3-(trifluoromethyl)pyridin-2-yl)-1,2,4-thiadiazol-5-amine C(C)(C)OC=1C=CC(=NC1)C1=NSC(=N1)NC1=NC=C(C=C1C(F)(F)F)C(C)C